2-(4-(cyclohexylmethyl)-piperazin-1-yl)-6-(trifluoromethyl)-8-nitro-benzothiopyran-4-one C1(CCCCC1)CN1CCN(CC1)C=1SC2=C(C(C1)=O)C=C(C=C2[N+](=O)[O-])C(F)(F)F